(2-chloro-5-fluoropyrimidin-4-yl)-3-cyclopentyl-2,6-dimethyl-3H-thieno[2,3-d]imidazole ClC1=NC=C(C(=N1)C1=C(C2=C(N(C(=N2)C)C2CCCC2)S1)C)F